(1R,3S,5R)-2-(2-(3-acetyl-5-(2-methoxypyrimidin-5-yl)-1H-pyrazolo[3,4-c]pyridin-1-yl)acetyl)-N-(6-bromo-3-methylpyridin-2-yl)-5-methyl-2-azabicyclo[3.1.0]hexane-3-carboxamide C(C)(=O)C1=NN(C2=CN=C(C=C21)C=2C=NC(=NC2)OC)CC(=O)N2[C@@H]1C[C@@]1(C[C@H]2C(=O)NC2=NC(=CC=C2C)Br)C